CC1=NN=C(S1)NC=1C=C(C=CC1[N+](=O)[O-])S(=O)(=O)NC1(CC1)C 3-[(5-methyl-1,3,4-thiadiazol-2-yl)amino]-N-(1-methylcyclopropyl)-4-nitrobenzenesulfonamide